Methyl 5-bromo-4-(bromomethyl)nicotinate BrC=1C=NC=C(C(=O)OC)C1CBr